C/C(/C(=O)N1C(CCCC1)C=1NC(=CN1)C1=CC=C(C=C1)C)=C\CC (E)-2-methyl-1-(2-(5-(p-tolyl)-1H-imidazol-2-yl)piperidin-1-yl)pent-2-en-1-one